C1(=CC=CC=C1)C=1C(=NC=CC1)C1=C(C=CC=C1)CC phenyl(ethylphenyl)pyridine